N-(3-(4'-chloro-[1,1'-biphenyl]-4-yl)propyl)-2-(4-fluorophenyl)-6-methylthieno[2,3-d]pyrimidin-4-amine ClC1=CC=C(C=C1)C1=CC=C(C=C1)CCCNC=1C2=C(N=C(N1)C1=CC=C(C=C1)F)SC(=C2)C